Methyl 4-bromo-3-hydroxy-1-(5-(isopropylsulfanyl)-4-(4-(trifluoromethyl) phenyl) thiazol-2-yl)-1H-pyrazole-5-carboxylate BrC=1C(=NN(C1C(=O)OC)C=1SC(=C(N1)C1=CC=C(C=C1)C(F)(F)F)SC(C)C)O